COC1=CC=C(OC2=CC(=C(C=C2)NC2=NC3=CC=CC=C3C=C2)C)C=C1 N-(4-(4-methoxyphenoxy)-2-methylphenyl)quinolin-2-amine